tert-butyl 4-(4-((4-(ethylsulfonyl)-2-(6-methyl-7-oxo-6,7-dihydro-1H-pyrrolo[2,3-c]pyridin-4-yl)phenyl) difluoromethyl)phenethyl)piperidine-1-carboxylate C(C)S(=O)(=O)C1=CC(=C(C=C1)C(C1=CC=C(CCC2CCN(CC2)C(=O)OC(C)(C)C)C=C1)(F)F)C=1C2=C(C(N(C1)C)=O)NC=C2